tert-butyl 1-(1-(6-chloro-5-methoxy-4-methylpyridin-3-yl)ethyl)-1H-1,2,3-triazole-4-carboxylate ClC1=C(C(=C(C=N1)C(C)N1N=NC(=C1)C(=O)OC(C)(C)C)C)OC